C(CCCCCCCCCCCCC)NCCN myristylethylenediamine